1-(5H-imidazo[5,1-a]isoindol-5-yl)cyclohexan-1-ol C=1N=CN2C1C1=CC=CC=C1C2C2(CCCCC2)O